C(C)OC(=O)C1=C(OCC1C1=C(C=C(C=C1)Cl)Cl)C 4-(2,4-dichlorophenyl)-2-methyl-4,5-dihydrofuran-3-carboxylic acid ethyl ester